ClC=1C=C(C=CC1F)N1N=C(N=C1CN1C(N(C(=C1)C1=CC=C(C=C1)Cl)C[C@@H](C(F)(F)F)O)=O)[C@H](C)O 1-((1-(3-chloro-4-fluorophenyl)-3-((S)-1-hydroxyethyl)-1H-1,2,4-triazol-5-yl)methyl)-4-(4-chlorophenyl)-3-((S)-3,3,3-trifluoro-2-hydroxypropyl)-1,3-dihydro-2H-imidazol-2-one